BrC1=CN=CC2=C1SCCN2C(=O)C2=CC(=CC=C2)OC (8-bromo-2,3-dihydro-4H-pyrido[4,3-b][1,4]thiazin-4-yl)(3-methoxyphenyl)methanone